3-(5'-Benzyl-2'-carbamoylbiphenyl-3-yl)propanoic acid (RS)-2-Ethylhexyl-3-((2-(((R)-6-((tert-butyldimethylsilyl)oxy)hexan-2-yl)oxy)-6-methoxypyridin-3-yl)sulfonyl)propanoate C(C)[C@@H](COC(CCS(=O)(=O)C=1C(=NC(=CC1)OC)O[C@H](C)CCCCO[Si](C)(C)C(C)(C)C)=O)CCCC.C(C1=CC=CC=C1)C=1C=CC(=C(C1)C1=CC(=CC=C1)CCC(=O)O)C(N)=O |&1:2|